4-azido-6-isopropoxy-N-methyl-N-phenyl-1,3,5-triazin-2-amine N(=[N+]=[N-])C1=NC(=NC(=N1)OC(C)C)N(C1=CC=CC=C1)C